NC1=CC2=CNC=C2C=C1 5-aminoisoindole